BrC1=C(C(=CC=C1)Cl)CCC(=O)O 3-(2-bromo-6-chlorophenyl)propanoic acid